C(CCC#C)#N pent-4-yn-nitrile